CC(C(=O)OCN1C(N(C=2N=CN(C2C1=O)C=1C=NC(=CC1)Cl)COC(C(C)(C)C)=O)=O)(C)C [7-(6-chloropyridin-3-yl)-3-[[(2,2-dimethylpropanoyl)oxy]methyl]-2,6-dioxopurin-1-yl]methyl 2,2-dimethylpropanoate